C(CCC)C1N(S(C2=C(N(C1)C1=CC=CC=C1)C=C(C(=C2)OCC(C(=O)O)(C)C)SCC)(=O)=O)C 3-((3-Butyl-7-(ethylthio)-2-methyl-1,1-dioxido-5-phenyl-2,3,4,5-tetrahydro-1,2,5-benzothiadiazepin-8-yl)oxy)-2,2-dimethyl-propanoic acid